N1C=C(C2=CC=CC=C12)CCOC(C)=O acetic acid-2-(1H-indol-3-yl)-ethyl ester